C(C)(=O)NC1=C(C(=O)OC)C=C(C(=C1)C1=NC=C(C(=C1)C)F)C(F)(F)F methyl 2-acetamido-4-(5-fluoro-4-methylpyridin-2-yl)-5-(trifluoromethyl)benzoate